ClC=1N=CC=C2C1NC(=C2C(=O)OCC)NC(=O)N ethyl 7-chloro-2-ureido-1H-pyrrolo[2,3-c]pyridine-3-carboxylate